tert-butyl (1-(5-chloro-3,6-dimethoxypyridin-2-yl)butan-2-yl)carbamate ClC=1C=C(C(=NC1OC)CC(CC)NC(OC(C)(C)C)=O)OC